N-(4-(cyclopentyloxy)-3-fluorophenyl)-2-(2-oxa-6-azaspiro[3.4]octan-6-yl)-5-(2,2,2-trifluoroethyl)oxazole-4-carboxamide C1(CCCC1)OC1=C(C=C(C=C1)NC(=O)C=1N=C(OC1CC(F)(F)F)N1CC2(COC2)CC1)F